Cl.CC1=NN(C=C1)C1=NC(=CC2=C1CCN2)N2CCOCC2 4-(4-(3-methyl-1H-pyrazol-1-yl)-2,3-dihydro-1H-pyrrolo[3,2-c]pyridin-6-yl)morpholine hydrochloride